4-fluoro-2-(1-hydroxyethyl)-N,N-bis(1-methylethyl)benzamide FC1=CC(=C(C(=O)N(C(C)C)C(C)C)C=C1)C(C)O